(S)-(3-((1-amino-3-(1-hydroxy-1,3-dihydrobenzo[c][1,2]oxaborole-6-carboxamido)-1-oxopropan-2-yl)carbamoyl)-5-nitrophenyl)boronic acid NC([C@H](CNC(=O)C=1C=CC2=C(B(OC2)O)C1)NC(=O)C=1C=C(C=C(C1)[N+](=O)[O-])B(O)O)=O